5-ethyl-2-(5-((4-(2-hydroxyethyl)piperazin-1-yl)sulfonyl)-2-propoxyphenyl)-7-propyl-3,5-dihydro-4H-pyrrolo[3,2-d]pyrimidin-4-one dihydrochloride salt Cl.Cl.C(C)N1C=C(C=2N=C(NC(C21)=O)C2=C(C=CC(=C2)S(=O)(=O)N2CCN(CC2)CCO)OCCC)CCC